[Fe+6].C=1([O-])C([O-])=CC=CC1.C=1([O-])C([O-])=CC=CC1.C=1([O-])C([O-])=CC=CC1 tricatecholate iron